C(=O)(O)CN(C(CN1CCN(CCN(CC1)CC(=O)O)CC(=O)O)CC1=CC=C(C=C1)[N+](=O)[O-])CC(=O)O 7-[2-[bis(carboxymethyl)amino]-3-(4-nitrophenyl)propyl]hexahydro-1H-1,4,7-Tri-azonine-1,4(5H)-diacetic acid